(4aS,8aS)-5-((1-ethoxyethoxy)methyl)-1,1,4a-trimethyl-6-methylenedecahydronaphthalene C(C)OC(C)OCC1[C@]2(CCCC([C@@H]2CCC1=C)(C)C)C